2-(6-(((1R,3s,5S)-1,5-dimethyl-8-azabicyclo[3.2.1]octan-3-yl)(methyl)amino)pyridazin-3-yl)-3,4-difluoro-5-(1,2,3-triazin-5-yl)phenol C[C@]12CC(C[C@](CC1)(N2)C)N(C2=CC=C(N=N2)C2=C(C=C(C(=C2F)F)C=2C=NN=NC2)O)C